S(=O)(=O)(O)CCC=C(C(=O)O)C 2-sulphoethylmethacrylic acid